FC1=C(C=CC=C1)C1=CC(=CN1S(=O)(=O)C=1C=NC=CC1)C=O 5-(2-fluorophenyl)-1-(pyridine-3-sulfonyl)pyrrole-3-formaldehyde